(2S,4R)-N-[(S)-(5-cyclopropyl-6-fluoropyridin-2-yl)(phenyl)methyl]-4-fluoro-1-[2-(2-oxo-1,2-dihydropyridin-3-yl)acetyl]pyrrolidine-2-carboxamide C1(CC1)C=1C=CC(=NC1F)[C@@H](NC(=O)[C@H]1N(C[C@@H](C1)F)C(CC=1C(NC=CC1)=O)=O)C1=CC=CC=C1